S(=O)(=O)(C1=CC=C(C)C=C1)ON=C1C2=C(OC1C)C=CC1=CC=CC=C12 2-methylnaphtho[2,1-b]-furan-1(2H)-on-O-tosyloxime